FC1=CC=C(C=C1)N(C(=O)C=1C=C(C2=C(N(C=N2)C=2C=CC(=NC2)NC(OC)=O)C1)COC)COC methyl N-[5-[6-[(4-fluorophenyl)-(methoxymethyl)carbamoyl]-4-(methoxymethyl)benzimidazol-1-yl]-2-pyridyl]carbamate